Methyl 4-amino-3-(((3R,4R)-4-methoxytetrahydrofuran-3-yl)amino)benzoate NC1=C(C=C(C(=O)OC)C=C1)N[C@@H]1COC[C@@H]1OC